(S)-4-phenyloxazole C1(=CC=CC=C1)C=1N=COC1